2,4-dichloro-8-fluoro-7-(7-fluoro-3-(methoxymethoxy)-8-((triisopropylsilyl)ethynyl)naphthalene-1-yl)pyrido[4,3-d]pyrimidine ClC=1N=C(C2=C(N1)C(=C(N=C2)C2=CC(=CC1=CC=C(C(=C21)C#C[Si](C(C)C)(C(C)C)C(C)C)F)OCOC)F)Cl